ClC=1C=C(C(=O)O)C=CC1S(=O)CC(=O)OCC 3-chloro-4-((2-ethoxy-2-oxoethyl)sulfinyl)benzoic acid